5-[N,N-di(3-hydroxypropyl)N-hexadecylammonio]2-hydroxypentane OCCC[N+](CCCCCCCCCCCCCCCC)(CCCO)CCCC(C)O